NC1CCN(CC1)C(=O)C=1C=C2C(=NNC2=CC1)C1=NC2=C(N1)C=C(C=C2)N2CCOCC2 (4-aminopiperidin-1-yl)(3-(6-morpholino-1H-benzo[d]imidazol-2-yl)-1H-indazol-5-yl)methanone